C[SiH](C)[Zr](C1=CC=CC=2C3=CC=CC=C3CC12)C1=CC=CC=2C3=CC=CC=C3CC12 dimethylsilylbis(fluorenyl)zirconium